C(C)(C)(C)OC(=O)N1CC(CC1)OS(=O)(=O)C 3-((methylsulfonyl)oxy)pyrrolidine-1-carboxylic acid tert-butyl ester